7-Hydroxy-3-(5-methyl-4-phenyl-thiazol-2-yl)-chromen-2-one OC1=CC=C2C=C(C(OC2=C1)=O)C=1SC(=C(N1)C1=CC=CC=C1)C